tert-butyl N-[1-(3-aminophenyl)-4-piperidyl]-N-methyl-carbamate NC=1C=C(C=CC1)N1CCC(CC1)N(C(OC(C)(C)C)=O)C